ClC=1C=CC(=C(CN2C(CCCC2)C(=O)O)C1)OC 5-chloro-2-methoxybenzyl-piperidine-2-carboxylic acid